N[C@@H](CCCCN)C(=O)N[C@@H](CO)C(=O)O lysyl-serine